3-(3-(1H-pyrrolo[2,3-b]pyridin-5-yl)phenyl)-N-phenylpropionamide N1C=CC=2C1=NC=C(C2)C=2C=C(C=CC2)CCC(=O)NC2=CC=CC=C2